FC1=CC2=C(N=C3CCCC(C3=C2C=C1F)N(C(OC(C)(C)C)=O)C)OC tert-butyl (8,9-difluoro-6-methoxy-1,2,3,4-tetrahydrophenanthridin-1-yl)(methyl)carbamate